FC=1C=CCCC1 6-fluoro-2,3-dihydrobenzene